5-(8-((1S,2S)-2-ethylcyclopropyl)imidazo[1,2-b]pyridazine-6-yl)pyrimidine-2,4(1H,3H)-dione C(C)[C@@H]1[C@H](C1)C=1C=2N(N=C(C1)C=1C(NC(NC1)=O)=O)C=CN2